2-[2-(2,4-dimethoxy-phenyl)-benzoimidazol-1-yl]-N-isopropyl-4-phenyl-butyramide COC1=C(C=CC(=C1)OC)C1=NC2=C(N1C(C(=O)NC(C)C)CCC1=CC=CC=C1)C=CC=C2